NC=1N=C(SC1C(=O)C=1C=CC(=NC1)NC(OCC1=CC=CC=C1)=O)N(C1=CC=C(C=C1)F)[C@@H](C(=O)N)C |r| rac-benzyl N-[5-[4-amino-2-(N-(2-amino-1-methyl-2-oxo-ethyl)-4-fluoro-anilino)thiazole-5-carbonyl]-2-pyridyl]carbamate